(3S)-1-[(2S)-2-[[5-(2-chloro-4-fluoro-phenyl)-1,8-naphthyridin-2-yl]oxy]propanoyl]piperidine-3-carboxylic acid ClC1=C(C=CC(=C1)F)C1=C2C=CC(=NC2=NC=C1)O[C@H](C(=O)N1C[C@H](CCC1)C(=O)O)C